C(C)P(OC1C(CCCC1)F)(OCC(F)(F)F)=O (2-fluorocyclohexyl) (2,2,2-trifluoroethyl) ethylphosphonate